CN1C(C(C2=CC3=C(C=C12)C=CC=C3)=O)(C(=O)OC)C=C=C Methyl 1-methyl-3-oxo-2-(propa-1,2-dien-1-yl)-2,3-dihydro-1H-benzo[f]indole-2-carboxylate